N-[5-(1,3-benzothiazol-4-yl)-4-fluoro-2-[(3R,5S)-3,4,5-trimethylpiperazin-1-yl]phenyl]-z-(difluoromethyl)-1-methyl-6-oxopyridine-3-carboxamide S1C=NC2=C1C=CC=C2C=2C(=CC(=C(C2)NC(=O)C2=C(N(C(C=C2)=O)C)C(F)F)N2C[C@H](N([C@H](C2)C)C)C)F